(S)-6-(2-(3-chloro-4-cyanophenyl)-3-methyl-2,8-diazaspiro[4.5]decan-8-yl)pyridazine-3-carboxylic acid ClC=1C=C(C=CC1C#N)N1CC2(C[C@@H]1C)CCN(CC2)C2=CC=C(N=N2)C(=O)O